Cl[C@H]1CCCC=2C(=NN(C12)C=1C=NC=C(C1)O[C@@H](C)C1=CC2=C(OC(O2)(F)F)C=C1F)C(F)(F)F (7S)-7-chloro-1-[5-[(1S)-1-(2,2,6-trifluoro-1,3-benzodioxol-5-yl)ethoxy]-3-pyridyl]-3-(trifluoromethyl)-4,5,6,7-tetrahydroindazole